FC=1N=C(SC1CN1C[C@]2(C[C@@H]1C)CC=1C(=CN=C(C1)C(F)(F)F)O2)NC(C)=O N-(4-Fluoro-5-(((2R,5'S)-5'-methyl-5-(trifluoromethyl)-3H-spiro[furo[2,3-c]pyridine-2,3'-pyrrolidin]-1'-yl)methyl)thiazol-2-yl)acetamide